9-(4-chlorophenyl)-3-methyl-13-(morpholine-4-carbonyl)-16-thia-2,4,5,8-tetraazatetracyclo[8.6.0.02,6.011,15]-hexadeca-1(10),3,5,8,11(15)-pentaene ClC1=CC=C(C=C1)C1=NCC2=NN=C(N2C=2SC=3CC(CC3C12)C(=O)N1CCOCC1)C